C12(CCC(CC1)C2)C21CCC(CC2)C1 bicyclo[2.2.1]Heptyl-(norbornane)